Cl.FC=1C=C(C=CC1F)[C@H]1[C@@H](C1)NC1=C2C(=NC(=N1)SCC)N(N=C2)CC N-((1r,2s)-2-(3,4-difluorophenyl)cyclopropyl)-6-(ethylsulfanyl)-1-ethyl-1H-pyrazolo[3,4-d]pyrimidin-4-amine hydrochloride